C(C1=C(C(=CC(=C1)CC)C(C)(C)C)O)C1=C(C(=CC(=C1)CC)C(C)(C)C)O 2,2'-methylenebis(4-ethyl-6-tert-butylphenol)